Ethyl (S)-3-amino-3-(4,4'-difluoro-2',5-dimethyl-6'-(pent-4-en-1-yloxy)-[1,1'-biphenyl]-3-yl)propanoate hydrochloride Cl.N[C@@H](CC(=O)OCC)C=1C=C(C=C(C1F)C)C1=C(C=C(C=C1OCCCC=C)F)C